CC1=CC=C(C=C1)S(=O)(=O)[O-].C1(=CC=CC=C1)[S+](C1=C(C=C(C=C1C)C)C)C1=CC=CC=C1 diphenyl-2,4,6-trimethylphenyl-sulfonium p-toluenesulfonate